3-[(e)-2-(4,4,5,5-tetramethyl-1,3,2-dioxaborolan-2-yl)ethenyl]phenol CC1(OB(OC1(C)C)/C=C/C=1C=C(C=CC1)O)C